C(C)(C)(C)OC(N[C@H](C(=O)N)CC1C(NC(C1)(C)C)=O)=O ((2S)-1-amino-3-(5,5-dimethyl-2-oxopyrrolidin-3-yl)-1-oxopropan-2-yl)carbamic acid tert-butyl ester